C(C)OC(CCCCCCCC=C)=O ethyl-9-decenoate